P(=O)(O)(OCCCCCCCCCCCCCCCCCC)OCCCCCCCCCCCCCCCCCC hydrogen di-(octadecyl) phosphate